C(CCC)NC1=CC=C(C=C1)NC(C)=O N-(4-(butylamino)phenyl)acetamide